CCC(CC)NC(=O)C1=CC(=CS1)C1=NNC2=CC(=CC=C12)NC(OC(C)(C)C)=O tert-butyl N-(3-{5-[(pentan-3-yl)carbamoyl]thiophen-3-yl}-1H-indazol-6-yl)carbamate